2-Cyclopentylamino-N-(5,6-dimethoxy-benzothiazol-2-yl)-2-(4-ethanesulfonyl-phenyl)-acetamide C1(CCCC1)NC(C(=O)NC=1SC2=C(N1)C=C(C(=C2)OC)OC)C2=CC=C(C=C2)S(=O)(=O)CC